C(C)C1=CC=C(O1)C=C1C(OC(OC1=O)(C)C)=O 5-[(5-Ethyl-2-furanyl)methylene]-2,2-dimethyl-1,3-dioxane-4,6-dione